5-[2-(tert-butoxycarbonylamino)ethyl-[8-(1-octylnonoxy)-8-oxo-octyl] amino]pentyl dodecanoate C(CCCCCCCCCCC)(=O)OCCCCCN(CCCCCCCC(=O)OC(CCCCCCCC)CCCCCCCC)CCNC(=O)OC(C)(C)C